C1(CCCC1)C1=NC(=C(C2=C1CC(N2)=O)C(=O)N)C2=CC=C(C=C2)CNC(C2=C(C=CC(=C2)F)OC)=O 4-cyclopentyl-6-(4-((5-fluoro-2-methoxybenzamido)methyl)phenyl)-2-oxo-2,3-dihydro-1H-pyrrolo[3,2-c]pyridine-7-carboxamide